(3-chloro-2,4-dimethyl-5,7-dihydropyrrolo[3,4-b]pyridin-6-yl)-[(3R)-1-(4-pyridyl)pyrrolidin-3-yl]methanone ClC=1C(=C2C(=NC1C)CN(C2)C(=O)[C@H]2CN(CC2)C2=CC=NC=C2)C